ethyl 3-(2-amino-6-chloro-3-pyridyl)-2-fluoro-prop-2-enoate NC1=NC(=CC=C1C=C(C(=O)OCC)F)Cl